NC=1OC2=C(C=NC=C2[C@H]2C[C@@H](OCC2)C(=O)N2[C@H](C3=C(C=C(C=C3CC2)C(F)(F)F)Cl)C)N1 |o1:9,11| ((2R*,4R*)-4-(2-aminooxazolo[4,5-c]pyridin-7-yl)tetrahydro-2H-pyran-2-yl)((S)-8-chloro-1-methyl-6-(trifluoromethyl)-3,4-dihydroisoquinolin-2(1H)-yl)methanone